1-[8-(tert-butylamino)-1,7-naphthyridin-6-yl]pentan-1-one C(C)(C)(C)NC=1N=C(C=C2C=CC=NC12)C(CCCC)=O